tert-butyl N-[[6-[[2-(tert-butoxycarbonylamino)-5-(2-thienyl)phenyl]carbamoyl]-3-pyridyl]-methyl-oxo-sulfanylidene]carbamate C(C)(C)(C)OC(=O)NC1=C(C=C(C=C1)C=1SC=CC1)NC(=O)C1=CC=C(C=N1)S(=NC(OC(C)(C)C)=O)(=O)C